[Cl-].OC(C)[N+]1=CC=CC2=CC=CC=C12 1-hydroxyethylquinolin-1-ium chloride